8-(cis-4-hydroxy-3-methylpiperidin-1-yl)-5-methyl-6-oxo-5,6-dihydro-1,5-naphthyridine-2-carbonitrile O[C@@H]1[C@@H](CN(CC1)C1=CC(N(C=2C=CC(=NC12)C#N)C)=O)C